CC1(C(C=CC=C1)NC1=CC=C(C=C1)SC)N 1-methyl-N2-(4-(methylthio)phenyl)benzene-1,2-diamine